3-(7-oxo-1'-((4-oxo-1,4-dihydroquinolin-8-yl)methyl)-5,7-dihydro-2H,6H-spiro[furo[2,3-f]isoindole-3,4'-piperidin]-6-yl)piperidine-2,6-dione O=C1N(CC=2C=C3C(=CC12)OCC31CCN(CC1)CC=1C=CC=C3C(C=CNC13)=O)C1C(NC(CC1)=O)=O